3-methoxy-8-methylquinoline COC=1C=NC2=C(C=CC=C2C1)C